(4-(3-(4-(4-(2-(1-(2-(2,6-dioxopiperidin-3-yl)-1,3-dioxoisoindolin-5-yl)piperidin-4-yl)ethyl)piperazin-1-yl)benzoyl)-6-hydroxybenzo[b]thiophen-2-yl)phenyl)boronic acid O=C1NC(CCC1N1C(C2=CC=C(C=C2C1=O)N1CCC(CC1)CCN1CCN(CC1)C1=CC=C(C(=O)C=2C3=C(SC2C2=CC=C(C=C2)B(O)O)C=C(C=C3)O)C=C1)=O)=O